3-(dimethylphosphoryl)-[1,1'-biphenyl] CP(=O)(C)C=1C=C(C=CC1)C1=CC=CC=C1